methyl 2-[4-[(dimethylamino)methyl]-3-methoxy-phenyl]acetate CN(C)CC1=C(C=C(C=C1)CC(=O)OC)OC